phosphonium phosphonium [PH4+].[PH4+]